t-butyl 3-phenyl-3-aminoacrylate C1(=CC=CC=C1)C(=CC(=O)OC(C)(C)C)N